C(C)C1(C(C1)C1=NC=NC=C1)C(=O)OCC1=C(C=CC(=C1)Br)OCC1CCN(CC1)C (5-bromo-2-((1-methylpiperidin-4-yl)methoxy)phenyl)methanol ethyl-2-pyrimidin-4-ylcyclopropanecarboxylate